1-Methoxycarbonylpiperidine-4-carboxylic acid [(2R)-3-(1-ethyl-8-oxo-spiro[6,7-dihydro-4H-pyrazolo[3,4-c]azepin-5,4'-tetrahydropyran]-3-yl)-2-methyl-propyl] ester C(C)N1N=C(C2=C1C(NCC1(CCOCC1)C2)=O)C[C@H](COC(=O)C2CCN(CC2)C(=O)OC)C